OC(C)(C)C1=C(C=CC=C1)CNC1=NC(=NC=C1C1=NC(=NO1)C)NC1=CC2=C(C(OC2(C)C)=O)C=C1 5-{[4-({[2-(2-hydroxypropan-2-yl)phenyl]methyl}amino)-5-(3-methyl-1,2,4-oxadiazol-5-yl)pyrimidin-2-yl]amino}-3,3-dimethyl-1,3-dihydro-2-benzofuran-1-one